1-(3-chlorophenyl)-1H-pyrazole-4-carbaldehyde ClC=1C=C(C=CC1)N1N=CC(=C1)C=O